2-((1-((6-((5-Fluoro-4-(9-fluoro-4-methyl-3,4-dihydro-1H-benzo[4,5]imidazo[2,1-c][1,4]oxazin-7-yl)pyrimidin-2-yl)amino)pyridin-3-yl)methyl)piperidin-4-yl)(methyl)amino)ethan-1-ol FC=1C(=NC(=NC1)NC1=CC=C(C=N1)CN1CCC(CC1)N(CCO)C)C1=CC2=C(N=C3COCC(N32)C)C(=C1)F